bromo-N-(trans-4-(4-(methylsulfonyl)piperazin-1-yl)cyclohexyl)-9H-pyrimido[4,5-b]indol-4-amine BrC=1N=C(C2=C(NC3=CC=CC=C23)N1)N[C@@H]1CC[C@H](CC1)N1CCN(CC1)S(=O)(=O)C